2-((4-((3,4-Dichlorophenyl)thio)-3-nitrophenyl)sulfonamido)-4-fluorobenzoic acid ClC=1C=C(C=CC1Cl)SC1=C(C=C(C=C1)S(=O)(=O)NC1=C(C(=O)O)C=CC(=C1)F)[N+](=O)[O-]